lithium-rubidium-cesium [Cs].[Rb].[Li]